Cl.FC=1C=C(OC2CC(C2)NCC2=C3C=CN=CC3=CC=C2F)C=CC1F (1r,3r)-3-(3,4-difluorophenoxy)-N-((6-fluoroisoquinolin-5-yl)methyl)cyclobutane-1-amine hydrochloride